C(C)(=O)ON=C(C(=O)C1=CC=C(C=C1)SOCCO)C N-acetoxy-1-[4-(2-hydroxyethyloxy)thiophenyl]propan-1-one-2-imine